C(CCCCCCCCCCC)(=O)OC(CN(CC(CCCC)OC(CCCCCCCCCCC)=O)CCCN(C)C)CCCC ((3-(dimethylamino)propyl)azanediyl)bis(hexane-1,2-diyl) didodecanoate